N-(4-(2-(2-aminopyridin-3-yl)-5-phenyl-3H-imidazo[4,5-b]pyridin-3-yl)benzyl)-4-(5-hydroxy-3-(trifluoromethyl)-1H-pyrazol-1-yl)benzamide NC1=NC=CC=C1C1=NC=2C(=NC(=CC2)C2=CC=CC=C2)N1C1=CC=C(CNC(C2=CC=C(C=C2)N2N=C(C=C2O)C(F)(F)F)=O)C=C1